N-[(1S,2S)-2-methylcyclopropyl]-2-[[(3R)-tetrahydrofuran-3-yl]methoxy]thieno[2,3-d]thiazole-5-carboxamide C[C@@H]1[C@H](C1)NC(=O)C1=CC2=C(N=C(S2)OC[C@H]2COCC2)S1